4-(trifluoromethoxy)aniline hydrochloride Cl.FC(OC1=CC=C(N)C=C1)(F)F